O=C1NN=C(C2=CC=CC=C12)C1=CC2=C(NC(=N2)NC(OC)=O)C=C1 Methyl (5-(4-oxo-3,4-dihydrophthalazin-1-yl)-1H-benzimidazol-2-yl)carbamate